2-(2-(4-((5-Chloro-4-((4,5-dichloro-2-(dimethylphosphoryl)phenyl)amino)pyrimidin-2-yl)amino)-2-Ethyl-5-methoxyphenyl)-2-azaspiro[3.5]non-7-yl)acetonitrile ClC=1C(=NC(=NC1)NC1=CC(=C(C=C1OC)N1CC2(C1)CCC(CC2)CC#N)CC)NC2=C(C=C(C(=C2)Cl)Cl)P(=O)(C)C